tert-butyl 2-[(6-bromo-1-oxo-2,3-dihydro-1H-isoindol-2-yl)methyl]pyrrolidine-1-carboxylate BrC1=CC=C2CN(C(C2=C1)=O)CC1N(CCC1)C(=O)OC(C)(C)C